6-(4-(4-((2-(2,6-dioxopiperidin-3-yl)-1,3-dioxoisoindolin-4-ylamino)methyl)-2-methylbenzyl)piperazin-1-yl)nicotinamide O=C1NC(CCC1N1C(C2=CC=CC(=C2C1=O)NCC1=CC(=C(CN2CCN(CC2)C2=NC=C(C(=O)N)C=C2)C=C1)C)=O)=O